BrC=1C(=C(N2C=CC=C(C12)C)C1=NC2=C(N=NC(=C2)C(F)(F)F)N1C)S(=O)(=O)CC 6-(1-bromo-2-(ethylsulfonyl)-8-methylindolizin-3-yl)-7-methyl-3-(trifluoromethyl)-7H-imidazo[4,5-c]pyridazine